4-cyclopentyl-1-((4-phenoxybenzoyl)glycyl)pyrrolidine-2-carboxamide C1(CCCC1)C1CC(N(C1)C(CNC(C1=CC=C(C=C1)OC1=CC=CC=C1)=O)=O)C(=O)N